1-ethyl-N-(3-fluoroquinolin-8-yl)-1H-imidazole-2-sulfonamide C(C)N1C(=NC=C1)S(=O)(=O)NC=1C=CC=C2C=C(C=NC12)F